O1CC(C1)C12C=CCC(CC1)N2C(=O)N (oxetan-3-yl)-8-azabicyclo[3.2.1]oct-2-ene-8-carboxamide